2-(2,6-dioxopiperidin-3-yl)-4-((3-(piperazin-1-yl)piperidin-1-yl)methyl)isoindoline-1,3-dione O=C1NC(CCC1N1C(C2=CC=CC(=C2C1=O)CN1CC(CCC1)N1CCNCC1)=O)=O